(S)-2-(2,6-dimethylphenyl)-2-piperidineformamide tert-butyl-4-((7-bromo-5-((2-(trimethylsilyl)ethoxy)methyl)-5H-pyrrolo[2,3-b]pyrazin-2-yl)amino)-piperidine-1-carboxylate C(C)(C)(C)OC(=O)N1CCC(CC1)NC=1N=C2C(=NC1)N(C=C2Br)COCC[Si](C)(C)C.CC2=C(C(=CC=C2)C)[C@]2(NCCCC2)C(=O)N